ClC1=C(C(=O)NC=2C=C3C=C(N(C3=CC2)CC)C(=O)NC2=CC=C(C=C2)F)C=C(C=C1)CNC(C(C)C)=O 5-(2-chloro-5-(isobutyramidomethyl)benzamido)-1-ethyl-N-(4-fluorophenyl)-1H-indole-2-carboxamide